N(=[N+]=[N-])CCOCCOCCOCCOCCOCCOCCOCCOCCOCCOCCOCCNC(=O)CCCCCCCCCCCCCCCS(=O)(=O)O 15-[(35-azido-3,6,9,12,15,18,21,24,27,30,33-undecaoxapentatriacontan-1-yl)carbamoyl]pentadecane-1-sulfonic acid